1-(4-fluoro-3-isopropyl-2-(8-methoxy-[1,2,4]triazolo[1,5-a]pyridin-6-yl)-1H-pyrrolo[2,3-c]pyridin-5-yl)-N-isopropylpiperidin-4-amine FC1=C2C(=CN=C1N1CCC(CC1)NC(C)C)NC(=C2C(C)C)C=2C=C(C=1N(C2)N=CN1)OC